N-(4-(4-(1-(2-((2,6-dioxopiperidin-3-yl)amino)benzyl)piperidin-4-yl)piperazin-1-yl)-3-(trifluoromethyl)phenyl)-3-(imidazo[1,2-b]pyridazin-3-ylethynyl)-4-methylbenzamide O=C1NC(CCC1NC1=C(CN2CCC(CC2)N2CCN(CC2)C2=C(C=C(C=C2)NC(C2=CC(=C(C=C2)C)C#CC2=CN=C3N2N=CC=C3)=O)C(F)(F)F)C=CC=C1)=O